FC1=C(C(=CC=C1)C(F)(F)F)COC1=CC2=C([C@@]3(CCN([C@@H]3CC2)C(=O)C2CCC(CC2)C2=NN=NN2)S(=O)(=O)C2=CC=C(C=C2)F)C=C1 5-[(1r,4r)-4-[(3aR,9bR)-7-{[2-fluoro-6-(trifluoromethyl)phenyl]methoxy}-9b-(4-fluorobenzenesulfonyl)-1H,2H,3H,3aH,4H,5H,9bH-benzo[e]indole-3-carbonyl]cyclohexyl]-1H-1,2,3,4-tetrazole